BrC=1C=C2C(=NC1)N=C(N2CC2=CC=C(C=C2)OC)Cl 6-bromo-2-chloro-1-(4-methoxybenzyl)-1H-imidazo[4,5-b]pyridine